C(CCCCCCCCCCCCC)CC(C(=O)O)(N)C.N(CCO)(CCO)CCO triethanolamine myristyl-methyl-aminopropionate